FC(C1=NN(C=C1C(=O)N1CCC(CC1)(CC)NC(C(=O)C1=C(C(=C(N1C)C)C(=O)NC1=CC(=C(C=C1)F)C)C)=O)C)F 5-(2-((1-(3-(difluoromethyl)-1-methyl-1H-pyrazole-4-carbonyl)-4-ethylpiperidin-4-yl)amino)-2-oxoacetyl)-N-(4-fluoro-3-methylphenyl)-1,2,4-trimethyl-1H-pyrrole-3-carboxamide